4-((8-(trifluoromethoxy)-5H-pyrido[3,2-b]indol-5-yl)methyl)benzenesulfonamide FC(OC1=CC=2C3=C(N(C2C=C1)CC1=CC=C(C=C1)S(=O)(=O)N)C=CC=N3)(F)F